4-(3-n-Butoxypropylamino)-butanesulfonic acid C(CCC)OCCCNCCCCS(=O)(=O)O